2-(4-cyclopropyl-6-methoxypyrimidin-5-yl)-5-(methyl-d3)-8-(4-(1-methyl-4-(trifluoromethyl)-1H-imidazol-2-yl)benzyl)-7,8-dihydro-pteridin-6(5H)-one C1(CC1)C1=NC=NC(=C1C1=NC=2N(CC(N(C2C=N1)C([2H])([2H])[2H])=O)CC1=CC=C(C=C1)C=1N(C=C(N1)C(F)(F)F)C)OC